ClC1=C(CNC(=O)C=2N(C3=CC=C(C=C3C2)NC(C2=C(C=CC(=C2)CNC(C(C)C)=O)Cl)=O)C)C=CC=C1C(F)(F)F N-(2-chloro-3-(trifluoromethyl)benzyl)-5-(2-chloro-5-(isobutyrylaminomethyl)benzoylamino)-1-methyl-1H-indole-2-carboxamide